pyrido[3',2':4,5]furo[3,2-d]pyrimidine N1=CN=CC2=C1C1=C(O2)N=CC=C1